o-fluoroaniline C1=CC=C(C(=C1)N)F